COC=1C=C(C=CC1OC)C1C2=C(C(N1CCCN(C)C)=O)OC=1C=CC(=CC1C2=O)F 1-(3,4-Dimethoxyphenyl)-2-(3-(dimethylamino)propyl)-7-fluoro-1,2-dihydrochromeno[2,3-c]pyrrole-3,9-dione